N[C@@H](CO[C@H]1O[C@@H]([C@@H]([C@@H]([C@H]1O)O)O)CO)[C@@H]([C@@H](CCCCCCCCCCCCCC)O)O (2s,3r,4s,5r,6r)-2-(((2s,3s,4r)-2-amino-3,4-dihydroxyoctadecyl)oxy)-6-(hydroxymethyl)tetrahydro-2H-pyran-3,4,5-triol